FC1=CC=C(C=C1)CCCNC=1C2=C(N=C(N1)C(F)(F)F)SC(=C2)C N-(3-(4-fluorophenyl)propyl)-6-methyl-2-(trifluoromethyl)thieno[2,3-d]pyrimidin-4-amine